ClC1=CC2=C(N(C(N=C2N2[C@H](CN([C@@H](C2)C)C(C=C)=O)C)=O)C)N=C1C1=C(C=CC=C1)F 6-Chloro-4-[(2S,5R)-2,5-dimethyl-4-prop-2-enoyl-piperazin-1-yl]-7-(2-fluorophenyl)-1-methyl-pyrido[2,3-d]pyrimidin-2-one